NC1=C(C=CC=C1)SC1=C(C(=CC(=C1)C(F)(F)F)[N+](=O)[O-])SC1=C(N)C=CC=C1 2-([2-[(2-Aminophenyl)thio]-6-nitro-4-(trifluoromethyl)phenyl]thio)aniline